COC1=CC=C(OC(CCN[C@@H](CC2=CNC3=CC=CC=C23)C(=O)OC)C2=CC=CC=C2)C=C1 methyl (3-(4-methoxyphenoxy)-3-phenylpropyl)-L-tryptophanate